tert-butyl (S)-2-((tert-butoxycarbonyl)amino)-5,5-difluorohexanoate C(C)(C)(C)OC(=O)N[C@H](C(=O)OC(C)(C)C)CCC(C)(F)F